monogadoleoylglycerol C(CCCCCCC\C=C/CCCCCCCCCC)(=O)C(CO)(O)CO